C([C@H](O)C1=CC=CC=C1)#N (R)-Mandelonitrile